CN([C@@H]1CNCC1)CCCCC1=NC=2NCCCC2C=C1 (S)-N-methyl-N-(4-(5,6,7,8-tetrahydro-1,8-naphthyridin-2-yl)butyl)pyrrolidin-3-amine